(S)-1-(4-(3-((1r,3r,5s,7s)-3,5-dimethyladamantan-1-yl)ureido)benzoyl)-N-(3-(hydroxyamino)-3-oxopropyl)piperidine-3-carboxamide C[C@]12CC3(CC(C[C@@](C1)(C3)C)C2)NC(NC2=CC=C(C(=O)N3C[C@H](CCC3)C(=O)NCCC(=O)NO)C=C2)=O